(S)-3-(5-chloro-2-oxo-6-(1-(pyridin-2-yl)ethoxy)benzo[d]oxazol-3(2H)-yl)propanoic acid 2-amino-2-(hydroxymethyl)-1,3-propanediol salt NC(CO)(CO)CO.ClC=1C(=CC2=C(N(C(O2)=O)CCC(=O)O)C1)O[C@@H](C)C1=NC=CC=C1